((1S,4R,5R)-4-hydroxy-6,6-dimethylbicyclo[3.1.1]hept-2-en-2-yl)methyl pivalate C(C(C)(C)C)(=O)OCC=1[C@@H]2C([C@H]([C@@H](C1)O)C2)(C)C